1-methyl-2-morpholin-4-yl-2-oxoethyl-(2E)-but-2-ene-1,4-dioic acid methyl ester COC(\C(=C\C(=O)O)\C(C(=O)N1CCOCC1)C)=O